C(C)(C)(C)OC(NC=1C(=NC(=CC1)OC)C=CCC)=O (2-(but-en-1-yl)-6-methoxypyridin-3-yl)-carbamic acid tert-butyl ester